strontium bis(1,10-phenanthroline) N1=CC=CC2=CC=C3C=CC=NC3=C12.N1=CC=CC2=CC=C3C=CC=NC3=C12.[Sr]